N[C@@H]1C[C@H](N(C1)C(=O)OC(C)(C)C)C(=O)OCC 1-(tert-butyl) 2-ethyl (2S,4R)-4-aminopyrrolidine-1,2-dicarboxylate